1-phenyl-3,3-difluoro-cyclopropene C1(=CC=CC=C1)C1=CC1(F)F